N-(6-bromothiazolo[4,5-b]pyrazin-2-yl)-4-(2-methoxyphenyl)-6-methylpyridine-3-carboxamide BrC=1N=C2C(=NC1)N=C(S2)NC(=O)C=2C=NC(=CC2C2=C(C=CC=C2)OC)C